ClCCCC(=O)NCC=1SC=CC1 4-chloro-N-(thiophen-2-ylmethyl)butyramide